(1R,3R)-1-[2,6-difluoro-4-[1-(5-fluoropentyl)azetidin-3-yl]oxy-phenyl]-2-(2-fluoro-2-methyl-propyl)-3-methyl-1,3,4,9-tetrahydropyrido[3,4-b]indole FC1=C(C(=CC(=C1)OC1CN(C1)CCCCCF)F)[C@H]1N([C@@H](CC2=C1NC1=CC=CC=C21)C)CC(C)(C)F